C1=C(C=CC2=CC=CC=C12)C=1C=C2C=CC=NC2=C2C1C=CC=C2 6-(2-naphthyl)benzo[h]Quinoline